C(C)SCCNC(=O)C1=CC2=C(N(C(=N2)NC=2SC3=C(N2)C=CC(=C3)OC(F)(F)F)C)C=C1 1-Methyl-2-(6-trifluoromethoxy-benzothiazol-2-ylamino)-1H-benzoimidazole-5-carboxylic acid (2-ethylsulfanyl-ethyl)-amide